4-({5-fluoro-4-[(7S)-7-methyl-5-oxa-8-azaspiro[3.5]nonan-8-yl]pyrimidin-2-yl}amino)-N-methylbenzenesulfonamide FC=1C(=NC(=NC1)NC1=CC=C(C=C1)S(=O)(=O)NC)N1[C@H](COC2(CCC2)C1)C